FC(C1=NN(C(=C1)C(F)F)CC(=O)N1CCC(CC1)C=1SC=C(N1)C1=NOC(C1)C1=C(C=CC=C1OCC#C)Cl)F 2-[3,5-bis(difluoromethyl)-1H-pyrazol-1-yl]-1-[4-(4-{5-[2-chloro-6-(prop-2-yn-1-yloxy)phenyl]-4,5-dihydro-1,2-oxazol-3-yl}-1,3-thiazol-2-yl)-piperidin-1-yl]ethanone